methyl N-(5-{[2-methoxy-3-(2-methyl-2H-1,2,3-triazol-4-yl)phenyl]amino}-6-[(2H3)methylcarbamoyl]pyridazin-3-yl)carbamate COC1=C(C=CC=C1C1=NN(N=C1)C)NC=1C=C(N=NC1C(NC([2H])([2H])[2H])=O)NC(OC)=O